CC1=CC=C(S1)C1=C(C(=C(C2=NSN=C21)C=2SC(=CC2)C)[N+](=O)[O-])[N+](=O)[O-] 4,7-bis(5-methylthiophen-2-yl)-5,6-dinitro-2,1,3-benzothiadiazole